C(C)(C)(C)C1=C(C=CC=C1)N1C(NC(C2=C1N=C(C(=C2)F)Cl)=O)=O 1-(2-(tert-Butyl)phenyl)-7-chloro-6-fluoropyrido[2,3-d]pyrimidine-2,4(1H,3H)-dione